n-butoxymethylacrylamide C(CCC)OCC(C(=O)N)=C